N-(6-(6-morpholinopyridin-3-yl)-1-phenyl-1H-pyrazolo[3,4-d]pyrimidin-4-yl)-5-nitrothiophene-2-carboxamide O1CCN(CC1)C1=CC=C(C=N1)C1=NC(=C2C(=N1)N(N=C2)C2=CC=CC=C2)NC(=O)C=2SC(=CC2)[N+](=O)[O-]